4-hydroxy-N-ethyl-N-propyltryptamine OC=1C=CC=C2NC=C(CCN(CCC)CC)C12